BrC=1C=NN2C1C=C(C=C2)C(=O)N(C)C=2C=CC(=C(C(=O)OC(C)(C)C)C2)Cl tert-Butyl 5-(3-bromo-N-methylpyrazolo[1,5-a]pyridine-5-carboxamido)-2-chlorobenzoate